4-bromo-2-methylphenyl-methylamine BrC1=CC(=C(C=C1)NC)C